(5-((3-amino-3-iminopropyl)carbamoyl)-1H-pyrrol-3-yl)-6-(4-(dimethylamino)styryl)nicotinamide NC(CCNC(=O)C1=CC(=CN1)C1=C(C(=O)N)C=CC(=N1)C=CC1=CC=C(C=C1)N(C)C)=N